3-(4-((2-phenylethyl)sulfonamido)phenyl)-5-(pyridin-2-ylamino)-1H-pyrazole-4-carboxamide C1(=CC=CC=C1)CCS(=O)(=O)NC1=CC=C(C=C1)C1=NNC(=C1C(=O)N)NC1=NC=CC=C1